C(C)(C)(C)OC(=O)N1CC(C1)C1=CC=C(C=C1)C1CC(C1)(F)F.CC(C)(CCC(C)(OOCC(CCCC)CC)C)OOCC(CCCC)CC 2,5-dimethyl-2,5-di(2-ethylhexyl-peroxy)hexane tert-butyl-3-[4-(3,3-difluorocyclobutyl)phenyl]azetidine-1-carboxylate